(S)-1-((3R,5R,8R,9R,10S,13S,14S,17S)-3-hydroxy-3,13-dimethylhexadecahydro-1H-cyclopenta[a]phenanthren-17-yl)-2-(2H-1,2,3-triazol-2-yl)propan-1-one O[C@@]1(CC[C@@H]2[C@H]3CC[C@@]4([C@H](CC[C@H]4[C@@H]3CC[C@@H]2C1)C([C@H](C)N1N=CC=N1)=O)C)C